C(C)N1C2=CC=C(C=C2C=2C=CN=C(C12)C)NC(=O)NC1=CC=C(C=C1)F 1-(9-ethyl-1-methyl-β-carbolin-6-yl)-3-(4-fluorophenyl)urea